2-methyl-N-(m-tolyl)aniline CC1=C(NC=2C=C(C=CC2)C)C=CC=C1